di(s-butyl)amine C(C)(CC)NC(C)CC